C(C(=C)C)(=O)OCCCCCCCCCCCCOC(C(=C)C)=O 1,12-bis(methacryloyloxy)dodecane